C(C)(C)(C)OC(CC1=NC=CC=C1CC(=O)OC(C)(C)C)=O 2,2'-pyridine-2,3-diyl-diacetic acid di-tert-butyl ester